C1(C#CCCCC1)OCC(=O)O 2-(cyclohept-2-yn-1-yloxy)acetic acid